C(C)(C)(C)C1(CCCCC1)OC(=O)OOC(=O)OC1(CCCCC1)C(C)(C)C Bis(tert-butylcyclohexyl)peroxydicarbonat